(3R)-7-bromo-6-methoxy-3-methyl-1,2,3,4-tetrahydroisoquinoline-1-carboxylic acid BrC1=C(C=C2C[C@H](NC(C2=C1)C(=O)O)C)OC